methyl (1s,4s)-4-(methyl(4-((3-nitro-6-phenylpyridin-2-yl)amino)benzyl)amino)cyclohexane-1-carboxylate CN(C1CCC(CC1)C(=O)OC)CC1=CC=C(C=C1)NC1=NC(=CC=C1[N+](=O)[O-])C1=CC=CC=C1